5-(4-((2S,5S)-5-(4-chlorobenzyl)-2-((3-methylazetidin-1-yl)methyl)morpholino)-piperidin-1-yl)-4H-1,2,4-triazol-3-amine 2,2,2-trifluoroacetate FC(C(=O)O)(F)F.ClC1=CC=C(C[C@@H]2N(C[C@@H](OC2)CN2CC(C2)C)C2CCN(CC2)C=2NC(=NN2)N)C=C1